tert-butyl-5-(4-((2-methoxy-4-(2-methoxyethoxy)phenyl)amino)quinolin-7-yl)-2,5-diazabicyclo[2.2.1]heptane C(C)(C)(C)C12NCC(N(C1)C1=CC=C3C(=CC=NC3=C1)NC1=C(C=C(C=C1)OCCOC)OC)C2